1,1,1,3,3,3-hexafluoropropan-2-yl 2-((1,2,3,4-tetrahydroisoquinolin-8-yl) methyl)-2,8-diazaspiro[4.5]decane-8-carboxylate C1NCCC2=CC=CC(=C12)CN1CC2(CC1)CCN(CC2)C(=O)OC(C(F)(F)F)C(F)(F)F